FC1=CC=C(C(=O)N2CC(C2)(COC2=CC3=CC=C(C=C3C=C2)OC)C2(COC2)NS(=O)(=O)C)C=C1 N-(3-(1-(4-fluorobenzoyl)-3-(((6-methoxynaphthalen-2-yl)oxy)methyl)azetidin-3-yl)oxetan-3-yl)methanesulfonamide